OCC[N+](CC(=O)[O-])(C)C 2-(2-hydroxyethyldimethylammonio)acetate